5-chloro-3-(3-(3-cyclobutyl-2-oxoimidazolin-1-yl)piperidin-1-yl)-1,2,4-triazin-6-carbonitrile ClC=1N=C(N=NC1C#N)N1CC(CCC1)N1C(N(CC1)C1CCC1)=O